9-[4-(5-phenyl-1,3,4-Oxadiazol-2-yl)phenyl]-9H-carbazole C1(=CC=CC=C1)C1=NN=C(O1)C1=CC=C(C=C1)N1C2=CC=CC=C2C=2C=CC=CC12